2-(3-methylpyrrolidin-1-yl)ethan-1-ol CC1CN(CC1)CCO